3-(2,5-dihydro-1H-pyrrol-1-yl)-5-ethynylpyridine N1(CC=CC1)C=1C=NC=C(C1)C#C